2-(2-((5-(3-(aminomethyl)phenyl)-1-isopropyl-1H-indazol-3-yl)methoxy)-4-methylphenyl)acetic acid NCC=1C=C(C=CC1)C=1C=C2C(=NN(C2=CC1)C(C)C)COC1=C(C=CC(=C1)C)CC(=O)O